O-(3-O-D-galactosyl-N-acetyl-beta-D-galactosaminyl)-L-serine C1([C@H](O)[C@@H](O)[C@@H](O)[C@H](O1)CO)O[C@@H]1[C@H]([C@@H](O[C@@H]([C@@H]1O)CO)OC[C@H](N)C(=O)O)NC(C)=O